monofluoro-3,4-dihydropyrimidin FN1C=NC=CC1